6-[4-[(R)-(3-methylsulfonylphenyl)-phenyl-methyl]piperidine-1-carbonyl]-4H-1,4-benzoxazin-3-one CS(=O)(=O)C=1C=C(C=CC1)[C@H](C1CCN(CC1)C(=O)C=1C=CC2=C(NC(CO2)=O)C1)C1=CC=CC=C1